8-bromo-4,4-dimethylisoquinoline-1,3(2H,4H)-dione BrC=1C=CC=C2C(C(NC(C12)=O)=O)(C)C